COC(C(C(F)(F)F)=NC(=O)OC(C)(C)C)=O 2-((tert-Butyloxycarbonyl)imino)-3,3,3-trifluoropropionic acid methyl ester